2-[(7-trifluoromethylquinolin-4-yl)amino]Benzamide FC(C1=CC=C2C(=CC=NC2=C1)NC1=C(C(=O)N)C=CC=C1)(F)F